Cl.Cl.FC1=CC=C(C=C1)S(=O)(=O)C12C(CCC=3C=C(C=NC13)C(C(F)(F)F)(C(F)(F)F)F)NCC2 9a-((4-fluorophenyl)sulfonyl)-3-(perfluoropropan-2-yl)-6,6a,7,8,9,9a-hexahydro-5H-pyrrolo[2,3-h]quinoline dihydrochloride